C(C)S(=O)(=O)N[C@@H]1CC[C@H](OC1)CN1CCC2(CN(C2)C2=NC=NC=C2OC2=C(C(=O)N(C3CCOCC3)C(C)C)C=C(C=C2)F)CC1 2-((4-(7-(((2S,5R)-5-(Ethylsulfonamido)tetrahydro-2H-pyran-2-yl)methyl)-2,7-diazaspiro[3.5]nonan-2-yl)pyrimidin-5-yl)oxy)-5-fluoro-N-isopropyl-N-(tetrahydro-2H-pyran-4-yl)benzamide